ICOSYL ICOSANOATE C(CCCCCCCCCCCCCCCCCCC)(=O)OCCCCCCCCCCCCCCCCCCCC